N1(N=CN=C1)CC1(CCC2=CC(=CC=C12)OC1=CC=C(C=C1)Cl)O 1-((1H-1,2,4-triazol-1-yl)methyl)-5-(4-chlorophenoxy)-2,3-dihydro-1H-inden-1-ol